ClC=1C=C(COC2=CC=C3CCNCC3=C2)C=C(C1)F 7-((3-chloro-5-fluorobenzyl)oxy)-1,2,3,4-tetrahydroisoquinoline